7-methyl-5-(5-((trimethylsilyl)ethynyl)pyridin-3-yl)pyrazolo[1,5-a]Pyrimidine-3-carboxylic acid ethyl ester C(C)OC(=O)C=1C=NN2C1N=C(C=C2C)C=2C=NC=C(C2)C#C[Si](C)(C)C